ClC1=C(N(C(C2=C(C=CC=C12)Cl)=O)C1=CC=CC=C1)[C@H](C)NC1=CC=NC=2CC=NC(C21)=O 4-[[(1S)-1-(4,8-dichloro-1-oxo-2-phenyl-3-isoquinolyl)ethyl]amino]-8H-pyrido[2,3-d]pyridin-5-one